BrC1=CN(C(C2=C1N=C(N=C2)NC=2C=NN(C2)C2CN(CCC2)C(=O)OC(C)(C)C)=O)C2=C(C=CC=C2Cl)Cl tert-butyl 3-[4-[[8-bromo-6-(2,6-dichlorophenyl)-5-oxo-pyrido[4,3-d]pyrimidin-2-yl]amino]pyrazol-1-yl]piperidine-1-carboxylate